N1=C(C=CC=C1)OC(=O)C1=CC2=CC=CC=C2C=C1 pyridin-2-yl-2-naphthoate